N[C@@H](COC(=O)C1=C(C=C(C=C1)C1=CC=CC=C1)N1C(C2=CC=C(C=C2C1=O)C=1N=NNC1)=O)C(=O)O 3-[1,3-Dioxo-5-(1H-[1,2,3]triazol-4-yl)-1,3-dihydroisoindol-2-yl]biphenyl-4-carboxylic acid (2S)-2-amino-2-carboxy-ethyl ester